CN(CCC=1C=C(C=CC1)NC1C2=C(C=3N(CC1)N=NC3C)C=CC(=C2)C=2C=NN(C2)C)C N-(3-(2-(dimethylamino)ethyl)phenyl)-1-methyl-9-(1-methyl-1H-pyrazol-4-yl)-6,7-dihydro-5H-benzo[c][1,2,3]triazolo[1,5-a]azepin-7-amine